2-[4-[(3S)-3-(5-Chloro-2-pyridyl)isoxazolidine-2-carbonyl]-1-piperidyl]pyrimidine-4-carboxamide ClC=1C=CC(=NC1)[C@H]1N(OCC1)C(=O)C1CCN(CC1)C1=NC=CC(=N1)C(=O)N